ClC=1C=C(C=C(C1)Cl)C1(CC(=NO1)C1=CC(=C(C(=O)N(CC(F)(F)F)C2=NN(C(=N2)COC)CC(F)(F)F)C=C1)C)C(F)(F)F 4-(5-(3,5-dichlorophenyl)-5-(trifluoromethyl)-4,5-dihydroisoxazol-3-yl)-N-(5-(methoxymethyl)-1-(2,2,2-trifluoroethyl)-1H-1,2,4-triazol-3-yl)-2-methyl-N-(2,2,2-trifluoroethyl)benzamide